(1R,2S,4R)-2-amino-4-(benzyloxy)cyclopentan-1-ol hydrochloride Cl.N[C@@H]1[C@@H](C[C@@H](C1)OCC1=CC=CC=C1)O